azobis-propaneamine N(=NCCCN)CCCN